BrC1=CC=C(OC[C@H]2O[C@H](COC2)C2CC2)C=C1 (2s,6s)-2-((4-bromophenoxy)methyl)-6-cyclopropyl-1,4-dioxane